C(=O)C1=C(C=CC(=C1)C(F)(F)F)C1=CC=CC=C1 formyl-4-(trifluoromethyl)-[1,1'-biphenyl]